[C-]#N.C(CCCCCC)[NH+]1C(=CC=C1)CC 1-heptyl-2-ethylpyrrolium cyanide